(S)-2,6-di-tert-butoxycarbonylaminocaproic acid C(C)(C)(C)OC(=O)N[C@H](C(=O)O)CCCCNC(=O)OC(C)(C)C